CN(C=O)CCC N-methyl-N-normal-propylcarboxamide